N7-[(1R)-1-({[tert-Butyl(dimethyl)silyl]oxy}methyl)-3-methylbutyl]-5-[(1-pyridin-2-ylethyl)sulfanyl][1,3]thiazolo[4,5-d]pyrimidine-2,7-diamine [Si](C)(C)(C(C)(C)C)OC[C@@H](CC(C)C)NC=1C2=C(N=C(N1)SC(C)C1=NC=CC=C1)N=C(S2)N